3,4-epoxy-6-methylcyclohexyl-ε-caprolactone CC1CC2C(CC1C1C(=O)OCCCC1)O2